1-(2-amino-3-bromo-5-methylphenyl)ethanone NC1=C(C=C(C=C1Br)C)C(C)=O